4,5-bis(dimethylamino)phthalonitrile CN(C=1C=C(C(C#N)=CC1N(C)C)C#N)C